CNC(C)(C)NC dimethylisopropylidenediamine